N1=C(C=CC=C1)C=1C=NC(=CC1)OCCN(C)C 2-([2,3'-bipyridin]-6'-yloxy)-N,N-dimethylethan-1-amine